tert-butyl 4-(6-phenyl-2-((3-(trifluoromethyl)phenyl)amino)pyrimidin-4-yl)-3,6-dihydropyridine-1(2H)-carboxylate C1(=CC=CC=C1)C1=CC(=NC(=N1)NC1=CC(=CC=C1)C(F)(F)F)C=1CCN(CC1)C(=O)OC(C)(C)C